C(C)(C)(C)C1=CC=C(C=C1)C(C[Se]C1=CC=CC=C1)N1S(C2=C(C1=O)C=CC=C2)(=O)=O 2-(1-(4-(tert-butyl)phenyl)-2-(phenylselanyl)ethyl)benzo[d]isothiazol-3(2H)-one 1,1-dioxide